(1s,3s)-3-hydroxy-1-methylcyclobutylamine OC1CC(C1)(C)N